C(C)(C)(C)OC(=O)N1CCN(CC1)C1=CC=C2C(N(C3(C2=C1)CC3)C(C(=O)O)CCC(=O)O)=O 2-[6'-(4-tert-butoxycarbonylpiperazin-1-yl)-3'-oxo-spiro[cyclopropane-1,1'-isoindoline]-2'-yl]glutaric acid